2-(4-fluorophenyl)-1-(3-(5-(trifluoromethyl)-1,2,4-oxadiazol-3-yl)-6,7-dihydrothieno[3,2-c]pyridin-5(4H)-yl)ethan-1-one FC1=CC=C(C=C1)CC(=O)N1CC2=C(CC1)SC=C2C2=NOC(=N2)C(F)(F)F